2-(4-fluorophenyl)-N-{4-[3-(6-fluoropyridin-3-yl)-5-methyl-4-oxo-4,5-dihydro-1H-pyrrolo[3,2-c]pyridin-2-yl]pyridin-2-yl}propanamide FC1=CC=C(C=C1)C(C(=O)NC1=NC=CC(=C1)C1=C(C=2C(N(C=CC2N1)C)=O)C=1C=NC(=CC1)F)C